FC1=CC=C(C=C1)C1=NN2C(CN(CC2)C)=C1C1=CC(=NC=C1)NC(CO)=O N-(4-(2-(4-fluorophenyl)-5-methyl-4,5,6,7-tetrahydropyrazolo[1,5-a]pyrazin-3-yl)pyridin-2-yl)-2-hydroxyacetamide